4-(1H-imidazol-5-yl)piperidine N1C=NC=C1C1CCNCC1